thiazolo[4,5-d]Pyrimidin-7(6H)-one S1C=NC=2N=CNC(C21)=O